norbornenedicarboxylic acid C12(C(=CC(CC1)C2)C(=O)O)C(=O)O